FC1(CCN(CC1)C(=O)C=1C=NC(=CC1)N1N=C2C=C(C=CC2=C1)OC)F (4,4-difluoropiperidin-1-yl)(6-(6-methoxy-2H-indazol-2-yl)pyridin-3-yl)methanone